4-amino-2,6-dihydroxy-4-cyanopyridine NC1(CC(=NC(=C1)O)O)C#N